trimethylolethane tris(2-mercapto-3-mercaptoisobutyrate) SC(C(=O)O)(CS)C.SC(C(=O)O)(CS)C.SC(C(=O)O)(CS)C.C(O)C(C)(CO)CO